cobalt-hafnium nitrogen tert-butyl 4-(1-(1-(3-(2,6-bis(benzyloxy)pyridin-3-yl)-1-methyl-1H-indazol-6-yl)piperidin-4-yl)ethyl)piperazine-1-carboxylate C(C1=CC=CC=C1)OC1=NC(=CC=C1C1=NN(C2=CC(=CC=C12)N1CCC(CC1)C(C)N1CCN(CC1)C(=O)OC(C)(C)C)C)OCC1=CC=CC=C1.[N].[Hf].[Co]